indeno[5,4-b]Furan-8-ethylamine C1=C2C(OC1)=CC=C1C=CC(=C12)CCN